COC(=O)C1=CC=C(C=C1)C1CC(CCCCC1)(C(=O)O)C 3-(4-(methoxycarbonyl)phenyl)-1-methylcyclooctane-1-carboxylic acid